1-(tert-Butyl) 4-ethyl (2S)-2-methyl-3-oxopiperidine-1,4-dicarboxylate C[C@@H]1N(CCC(C1=O)C(=O)OCC)C(=O)OC(C)(C)C